NC=1C(=C(C=C2C=C(N=CC12)NC(OC1COCC1C#N)=O)C1=C(C2=C(OCCN2)N=C1)C)F 4-Cyanotetrahydrofuran-3-yl (8-amino-7-fluoro-6-(8-methyl-2,3-dihydro-1H-pyrido[2,3-b][1,4]oxazin-7-yl)isoquinolin-3-yl)carbamate